NC(C)(C)CS(=O)(=O)[O-].C(CCCCCCCCCCCCCCCCCCCCC)[NH3+] behenyl-ammonium dimethyltaurate